CON(C(=O)N(C)OC)C 1,3-dimethoxy-1,3-dimethylurea